1-(2-(trifluoromethyl) pyridin-3-yl)ethyl (1-methyl-4-(6-methyl-5-(methylsulfonamido) pyridin-2-yl)-1H-1,2,3-triazol-5-yl)carbamate CN1N=NC(=C1NC(OC(C)C=1C(=NC=CC1)C(F)(F)F)=O)C1=NC(=C(C=C1)NS(=O)(=O)C)C